FC(C(=O)O)(F)F.CC=1SC(=C(N1)C)S(=O)(=O)N 2,4-dimethyl-thiazole-5-sulfonamide trifluoroacetate